(S)-(1-tritylazetidin-2-yl)methanol C(C1=CC=CC=C1)(C1=CC=CC=C1)(C1=CC=CC=C1)N1[C@@H](CC1)CO